BrC1=CC(=C(C=C1)C1=CC(=NC=C1)C1=CCC(CC1)N)S(=O)(=O)C1CC1 4-[4-(4-bromo-2-cyclopropylsulfonyl-phenyl)-2-pyridinyl]cyclohex-3-en-1-amine